CN1CCC(CC1)C(=O)OCCOCCOCCOCCOCCN(CCCCCCCC)C(C(COCCCCCCOC(C(CCCCCCCC)CCCCCC)=O)OCCCCCCOC(C(CCCCCCCC)CCCCCC)=O)=O 2-[2-[2-[2-[2-[2,3-bis[6-(2-hexyldecanoyloxy)hexoxy]propanoyl-octyl-amino]ethoxy]ethoxy]ethoxy]ethoxy]ethyl 1-methylpiperidine-4-carboxylate